5-amino-7-(5-isopropylpyridin-2-yl)-2,3-dihydrobenzofuran-4-carbonitrile NC1=CC(=C2C(CCO2)=C1C#N)C1=NC=C(C=C1)C(C)C